Cl.CN(C(=N)NC(N)=N)C N,N-dimethylimidodicarbonimidic diamide hydrochloride